N-methyl-N-phenylvinylsulfonamide CN(S(=O)=O)C=CC1=CC=CC=C1